4-[(3R)-1-tert-butoxycarbonylpyrrolidin-3-yl]piperazine-1-carboxylic acid benzyl ester C(C1=CC=CC=C1)OC(=O)N1CCN(CC1)[C@H]1CN(CC1)C(=O)OC(C)(C)C